4-(trifluoromethoxy)phenylmethylboronic acid pinacol ester FC(OC1=CC=C(C=C1)CB1OC(C)(C)C(C)(C)O1)(F)F